COC(CCCCCCCC1SCC(N1)C(=O)OC)=O methyl 2-(8-methoxy-8-oxooctyl)thiazolidine-4-carboxylate